C([2H])([2H])([2H])N1C(=CC(C(=C1)C(=O)N)=O)C(=O)N methyl-d3-4-oxo-1,4-dihydropyridine-2,5-dicarboxamide